Cl.NC/C=C/CNC1=C(C=C(C(=O)N)C=C1[N+](=O)[O-])OC 4-{[(2E)-4-Aminobut-2-en-1-yl]amino}-3-methoxy-5-nitrobenzamide hydrochloride